The molecule is a (13)C-modified compound that is urea in which the carbon is present as its (13)C isotope. It is a (13)C-modified compound and a one-carbon compound. [13C](=O)(N)N